(R)-N-(3-(5-fluoro-2-((5-(3-hydroxypropyl)pyridin-3-yl)amino)pyrimidin-4-yl)-1H-indol-7-yl)-3-methoxy-2-(4-methylpiperazin-1-yl)propanamide FC=1C(=NC(=NC1)NC=1C=NC=C(C1)CCCO)C1=CNC2=C(C=CC=C12)NC([C@@H](COC)N1CCN(CC1)C)=O